FC1C(CN(CC1)C(=O)[O-])O 4-fluoro-3-hydroxypiperidine-1-carboxylate